N-[2-cyclopropyl-2-methyl-3-(2,4,6-trifluorophenyl)propyl]-1-methyl-5-oxo-4H-1,2,4-triazole-3-carboxamide C1(CC1)C(CNC(=O)C1=NN(C(N1)=O)C)(CC1=C(C=C(C=C1F)F)F)C